C1(CCC1)C1=CC=C2C=C(C(NC2=C1O)=O)C(=O)N[C@H]1CS(C=C1)(=O)=O (R)-7-Cyclobutyl-N-(1,1-dioxido-2,3-dihydrothiophen-3-yl)-8-hydroxy-2-oxo-1,2-dihydroquinoline-3-carboxamide